(2S,4R)-4-((tert-Butyldimethylsilyl)oxy)pyrrolidine-1,2-dicarboxylic acid 1-(tert-butyl) 2-methyl ester COC(=O)[C@H]1N(C[C@@H](C1)O[Si](C)(C)C(C)(C)C)C(=O)OC(C)(C)C